5-((3-Hydroxyazetidin-1-yl)methyl)-N-(2-methyl-3-(4,4,5,5-tetramethyl-1,3,2-dioxaborolan-2-yl)phenyl)picolinamide OC1CN(C1)CC=1C=CC(=NC1)C(=O)NC1=C(C(=CC=C1)B1OC(C(O1)(C)C)(C)C)C